C(C)(C)(C)OC(=O)N1CCC2(CC1)[C@@H](C1=CC(=C(C=C1C2)F)F)N[S@](=O)C(C)(C)C (1S)-1-[[(R)-tert-butylsulfinyl]amino]-5,6-difluoro-spiro[indan-2,4'-piperidine]-1'-carboxylic acid tert-butyl ester